ClC=1C(=NC=C(N1)Cl)[Sn](CCCC)(CCCC)CCCC 3,5-dichloro-2-(tributylstannyl)pyrazine